2-methoxy-ethyl-1-methoxy-ethanol COCCC(C)(O)OC